(S)-tert-butyl 5-methyl-5,6-dihydro-[2,3'-bipyridine]-1(4H)-carboxylate C[C@H]1CC=C(N(C1)C(=O)OC(C)(C)C)C=1C=NC=CC1